OC(=O)C(F)(F)F.CS(=O)(=O)CCC(=O)N1C(C2=CC(=CC=C2CC1)OC1=CC=C(C=C1)C(F)(F)F)C1CNCC1 3-methylsulfonyl-1-[1-pyrrolidin-3-yl-7-[4-(trifluoromethyl)phenoxy]-3,4-dihydro-1H-isoquinolin-2-yl]propan-1-one TFA salt